2-(3-Methoxyphenyl)quinazolin COC=1C=C(C=CC1)C1=NC2=CC=CC=C2C=N1